C(C1=CC=CC=C1)N1C(CN(CC1)C=1N=CC2=C(N1)N(C=C2C2CC2)C2=CC(=CC(=C2)F)F)C(F)F (4-benzyl-3-(difluoromethyl)piperazin-1-yl)-5-cyclopropyl-7-(3,5-difluorophenyl)-7H-pyrrolo[2,3-d]pyrimidine